Cl.CN1C=CC2=C(C=CC(=C12)C#N)OC1CCC(CC1)N 1-Methyl-4-(((1r,4r)-4-aminocyclohexyl)oxy)-1H-indole-7-carbonitrile hydrochloride